ClC=1N=C(C2=C(N1)C(=C(N=C2)Cl)F)N2C[C@H](C[C@@H](C2)O)NC(OC(C)(C)C)=O |&1:17| tert-Butyl ((3S,SR)-1-(2,7-dichloro-8-fluoropyrido[4,3-d]pyrimidin-4-yl)-5-hydroxypiperidin-3-yl)carbamate